C(C)(C)(C)OC(=O)N1CCC(CC1)N1N=C2C=C(C=CC2=C1)C1=C(C=CC=C1OC)F 4-(6-(2-fluoro-6-methoxyphenyl)-2H-indazol-2-yl)piperidine-1-carboxylic acid tert-butyl ester